2-(4-((3-(4-Fluorophenyl)-5,5-dimethyl-2-oxoimidazolin-1-yl)methyl)-2,6-dimethylphenoxy)-2-methylpropanoic acid ethyl ester C(C)OC(C(C)(C)OC1=C(C=C(C=C1C)CN1C(N(CC1(C)C)C1=CC=C(C=C1)F)=O)C)=O